C(C)C=1C(=NC=C(N1)C(F)(F)F)NC[C@@H]1[C@@H](O[C@@H](CN1C(=O)C1=NC(=CC=C1C1=NC=CC=N1)C)C)C ((2S,3R,6R)-3-(((3-Ethyl-5-(trifluoromethyl)pyrazin-2-yl)amino)methyl)-2,6-dimethylmorpholino)(6-methyl-3-(pyrimidin-2-yl)pyridin-2-yl)methanone